BrC1=CC=C2C=CC(=C(C2=C1)C1=C(OC(C2=CC(=CC=C12)C)=O)C1=NC=C(C=C1)C)O 4-(7-bromo-2-hydroxynaphthalen-1-yl)-7-methyl-3-(5-methylpyridin-2-yl)-1H-isochromen-1-one